NC1=NC=2C=NC(=CC2C2=C1C=NN2C)C(=O)N([C@@H]2COC1=C2C=CC(=C1)OC(F)(F)F)C 4-amino-N,1-dimethyl-N-((3S)-6-(trifluoromethoxy)-2,3-dihydro-1-benzofuran-3-yl)-1H-pyrazolo[4,3-c][1,7]naphthyridine-8-carboxamide